3-(4-Cyclobutoxyphenylmethyl)-1-(4-fluorophenylmethyl)-1-(pyrrolidin-3-ylmethyl)urea C1(CCC1)OC1=CC=C(C=C1)CNC(N(CC1CNCC1)CC1=CC=C(C=C1)F)=O